BrCC=1C=C(C(=O)O)C=CC1 3-(bromomethyl)benzoic acid